3,7-difluorodibenzo[b,f][1,4]Oxazepin-11(10H)-one FC1=CC2=C(C(NC3=C(O2)C=C(C=C3)F)=O)C=C1